OC([C@H](NCl)C(=O)O)C1=CC=C(C=C1)O beta-hydroxy-chlorotyrosine